2-(3,4-dihydroxyphenyl)-3,5,7-trihydroxy-benzopyran-4-one OC=1C=C(C=CC1O)C=1OC2=C(C(C1O)=O)C(=CC(=C2)O)O